N=1C=CN2C1C=C(C=C2)OC(C(=O)OCC)(C)C ethyl 2-imidazo[1,2-a]pyridin-7-yloxy-2-methyl-propanoate